6-chloro-3-((1-(4-ethyl-7-methyl-5-oxo-3-((S)-tetrahydrofuran-3-yl)-4,5-dihydro-3H-pyrazolo[3,4-c]isoquinolin-9-yl)ethyl)amino)-N-methyl-[2,3'-bipyridine]-6'-carboxamide ClC1=CC=C(C(=N1)C=1C=NC(=CC1)C(=O)NC)NC(C)C=1C=2C3=C(N(C(C2C=C(C1)C)=O)CC)N(N=C3)[C@@H]3COCC3